FC(C1=NC=C(C=N1)CN)(F)F (2-(trifluoromethyl)pyrimidin-5-yl)methanamine